(2-(dimethylamino)ethyl)heptanamide CN(CCC(C(=O)N)CCCCC)C